[Si](C)(C)(C(C)(C)C)OCCN1N=NC2=C1CCC(C2)C(=O)O 1-(2-((tert-butyldimethylsilyl)oxy)ethyl)-4,5,6,7-tetrahydro-1H-benzo[d][1,2,3]triazole-5-carboxylic acid